(E)-4-(tert-butylamino)-N-(4-(8-(4-chloro-6-methoxy-1,2-dimethyl-1H-benzo[d]imidazol-5-yl)indolizine-3-carbonyl)-2,6-difluorophenyl)but-2-enamide C(C)(C)(C)NC/C=C/C(=O)NC1=C(C=C(C=C1F)C(=O)C1=CC=C2C(=CC=CN12)C1=C(C2=C(N(C(=N2)C)C)C=C1OC)Cl)F